NC=1SC2=C(C1C#N)C(=CC=C2F)C2=C(C=C1C(=NC(=NC1=C2F)OC[C@H]2N(CCC2)C)N2CCNCC2)Cl 2-amino-4-[6-chloro-8-fluoro-2-[[(2S)-1-methylpyrrolidin-2-yl]methoxy]-4-piperazin-1-yl-quinazolin-7-yl]-7-fluoro-benzothiophene-3-carbonitrile